OCCCCOC(C=CC1=CC=CC=C1O)=O 6-hydroxycinnamic acid 4-hydroxybutyl ester